2-(3-Fluorophenyl)-2-(6-(4-(1-methyl-piperidin-4-yl)phenyl)-4-oxo-quinazolin-3(4H)-yl)-N-(pyridin-2-yl)-acetamide FC=1C=C(C=CC1)C(C(=O)NC1=NC=CC=C1)N1C=NC2=CC=C(C=C2C1=O)C1=CC=C(C=C1)C1CCN(CC1)C